C(N)(OC(C)C1=C(C=CC(=C1)OC(F)(F)F)F)=O (1-(2-fluoro-5-(trifluoromethoxy) phenyl) ethyl) carbamate